(Z)-3-fluoro-N'-hydroxy-5-(5-(trifluoromethyl)-2,3-dihydrobenzofuran-2-yl)benzimidamide FC=1C=C(/C(/N)=N/O)C=C(C1)C1OC2=C(C1)C=C(C=C2)C(F)(F)F